2,6-dimethyloctanol CC(CO)CCCC(CC)C